(4-((2-chloropyrimidin-4-yl) amino) phenyl) carbamate C(N)(OC1=CC=C(C=C1)NC1=NC(=NC=C1)Cl)=O